O([Si](C)(C)C(C)(C)C)C1=C2CCCC(C2=CC=C1)=O 5-(tert-butyldimethylsiloxy)-3,4-dihydronaphthalene-1(2H)-one